C1(CC1)N1CC(CC1=O)C(=O)NCC1=CC=C(C=C1)NC1=CC=C(C=C1)N1CCC(CC1)C(F)(F)F 1-Cyclopropyl-5-oxo-N-(4-((4-(4-(trifluoromethyl)piperidin-1-yl)phenyl)amino)benzyl)pyrrolidine-3-carboxamide